ClC1=C(C=CC=C1C1C(NC(CC1)=O)=O)C1=CC=C(C=C1)N1C(C2=NC=CC=C2C1)=O 3-(2-chloro-4'-(7-oxo-5,7-dihydro-6H-pyrrolo[3,4-b]pyridin-6-yl)-[1,1'-biphenyl]-3-yl)piperidine-2,6-dione